3-(2-methyl-5-phenylpyrazol-3-yl)oxy-4-[5-[2-(oxetan-3-ylamino)ethyl]pyridin-2-yl]benzonitrile CN1N=C(C=C1OC=1C=C(C#N)C=CC1C1=NC=C(C=C1)CCNC1COC1)C1=CC=CC=C1